5-[4-amino-3-[[(1R)-2-methoxy-1-methyl-ethyl]amino]phenyl]-1,3-dimethylpyridin-2-one NC1=C(C=C(C=C1)C=1C=C(C(N(C1)C)=O)C)N[C@@H](COC)C